[Li].[Si] Silicon-Lithium